2-(2-isopropylphenyl)-7-methyl-9-(4-(1-methyl-1H-imidazol-2-yl)benzyl)-7H-purin-8(9H)-imine C(C)(C)C1=C(C=CC=C1)C1=NC=C2N(C(N(C2=N1)CC1=CC=C(C=C1)C=1N(C=CN1)C)=N)C